tert-butyl 5-methyl-4-(1-(2-nitrophenylsulfonyl)indolin-5-yl)thiazol-2-ylcarbamate CC1=C(N=C(S1)NC(OC(C)(C)C)=O)C=1C=C2CCN(C2=CC1)S(=O)(=O)C1=C(C=CC=C1)[N+](=O)[O-]